CN(C(=N)N(CCC)CCC)C 1,1-dimethyl-3,3-dipropylguanidine